OC=1C=C(C(CNC)O)C=CC1O (-)-3,4-dihydroxy-alpha-[(methyl-amino)methyl]Benzyl alcohol